CN1N=CC(=C1)C1=CC=2N(C(=C1)C=1C=NC(=CC1)N1CCN(CC1)C(CC1=NC=CC=C1)=O)C(=CN2)C#N 7-(1-methyl-1H-pyrazol-4-yl)-5-(6-(4-(2-(pyridin-2-yl)acetyl)piperazin-1-yl)pyridin-3-yl)imidazo[1,2-a]pyridine-3-carbonitrile